ClC=1C(=NC(=NC1)NC1CCOCC1)C1=CC=C2CN(C(C2=C1)=O)CC(=O)NCC1=C(C=CC(=C1)F)OC 2-(6-{5-chloro-2-[(oxacyclohex-4-yl)amino]pyrimidin-4-yl}-1-oxo-2,3-dihydro-1H-isoindol-2-yl)-N-[(5-fluoro-2-methoxyphenyl)methyl]acetamide